8-chloro-5-[1-[2-[3-(6-fluoro-[1,2,4]triazolo[4,3-a]pyridin-7-yl)propyl]-2-azaspiro[3.3]heptan-6-yl]ethyl]-2-methyl-phthalazin-1-one ClC=1C=CC(=C2C=NN(C(C12)=O)C)C(C)C1CC2(CN(C2)CCCC2=CC=3N(C=C2F)C=NN3)C1